C(C1=CC=CC=C1)(=O)O[C@H]1O[C@H](C[C@@H]1OCCl)N1C=2N=C(NC(C2N=C1)=O)NC(C1=CC=CC=C1)=O ((2r,3s,5r)-5-(2-benzoylamino-6-oxo-1,6-dihydro-9H-purin-9-yl)-3-(chloromethoxy) tetrahydrofuran-2-yl) benzoate